5,5-dimethyl-1-((2-((1-methyl-6-oxopiperidin-3-yl)amino)pyridin-4-yl)methyl)-3-(4-((trifluoromethyl)sulfonyl)phenyl)imidazolidine-2,4-dione CC1(C(N(C(N1CC1=CC(=NC=C1)NC1CN(C(CC1)=O)C)=O)C1=CC=C(C=C1)S(=O)(=O)C(F)(F)F)=O)C